FC1=CC(=C(C=C1F)N/C(/C(=O)OC)=C/C(=O)OC)C Dimethyl 2-((4,5-difluoro-2-methylphenyl)amino)maleate